FC1(C(C1C1=NOC(N1)=O)C(=O)NC=1C=CC(=NC1C)C1=C(C(=NO1)C)NC(O[C@H](C)C1=C(C=CC=C1)Cl)=O)F (R)-1-(2-chlorophenyl)ethyl (5-(5-(2,2-difluoro-3-(5-oxo-4,5-dihydro-1,2,4-oxadiazol-3-yl)cyclopropane-1-carboxamido)-6-methylpyridin-2-yl)-3-methylisoxazol-4-yl)-carbamate